BrC1=C(C(=CC=C1F)F)F 1-bromo-2,3,6-trifluorobenzene